C(CO)(=O)SCCNC(CCNC([C@@H](C(COP(OP(OC[C@@H]1[C@H]([C@H]([C@@H](O1)N1C=NC=2C(N)=NC=NC12)O)OP(=O)(O)O)(=O)O)(=O)O)(C)C)O)=O)=O glycolyl-coenzyme A